(1S,2S)-2-{5-[(4'-amino-4,6-difluoro-2'-methyl-biphenyl-3-ylmethyl)-amino]Pyridine-2-yl}-cyclopropanecarboxylic acid NC1=CC(=C(C=C1)C1=CC(=C(C=C1F)F)CNC=1C=CC(=NC1)[C@@H]1[C@H](C1)C(=O)O)C